2-((S)-4-(4-chlorophenyl)-2,3,9-trimethyl-6H-thieno[3,2-f][1,2,4]triazolo[4,3-a][1,4]diazepin-6-yl)-N-((2-(2,6-dioxopiperidin-3-yl)-1,3-dioxoisoindolin-5-yl)methyl)acetamide ClC1=CC=C(C=C1)C1=N[C@H](C=2N(C3=C1C(=C(S3)C)C)C(=NN2)C)CC(=O)NCC=2C=C3C(N(C(C3=CC2)=O)C2C(NC(CC2)=O)=O)=O